2-[1-[2,6-difluoro-4-(4-isobutoxypyrimidin-2-yl)phenyl]-4-piperidinyl]acetic acid FC1=C(C(=CC(=C1)C1=NC=CC(=N1)OCC(C)C)F)N1CCC(CC1)CC(=O)O